2-((3-(6-(trifluoromethyl)-1H-benzo[d]imidazol-2-yl)phenyl)amino)pyrimidine FC(C=1C=CC2=C(NC(=N2)C=2C=C(C=CC2)NC2=NC=CC=N2)C1)(F)F